FC1=CC=C(C=C1)N=NC=1N(C=CN1)C (4-fluorophenyl)diazenyl-1-methyl-1H-imidazole